(S)-4-((2-Fluoropyridin-3-yl)methyl)-N-(7-((3-hydroxyoxetan-3-yl)ethynyl)-5-methyl-4-oxo-2,3,4,5-tetrahydrobenzo[b][1,4]oxazepin-3-yl)-1H-pyrazole-1-carboxamide FC1=NC=CC=C1CC=1C=NN(C1)C(=O)N[C@@H]1C(N(C2=C(OC1)C=CC(=C2)C#CC2(COC2)O)C)=O